C12(CC3CC(CC(C1)C3)C2)CN(C(C2=CC=C(C=C2)N2CCN(CC2)C(C)C2=C(C=C(C=C2)C2=CC(=CC=C2)O)F)=O)C N-(1-Adamantylmethyl)-4-[4-[1-[2-fluoro-4-(3-hydroxyphenyl)phenyl]ethyl]piperazin-1-yl]-N-methylbenzamide